1-pentadecyl-3-methylimidazolium furanate O1C(=CC=C1)C(=O)[O-].C(CCCCCCCCCCCCCC)N1C=[N+](C=C1)C